NC1=NC=2C=C(C=CC2C=2C1=NN(C2)CCCC(=O)NCC)Br (2-[4-amino-7-bromo-2H-pyrazolo[3,4-c]quinolin-2-yl]ethyl)-N-ethylacetamide